bis[4-(diphenylsulfonio)phenyl]sulfide tetrakis(pentafluorophenyl)borate FC1=C(C(=C(C(=C1[B-](C1=C(C(=C(C(=C1F)F)F)F)F)(C1=C(C(=C(C(=C1F)F)F)F)F)C1=C(C(=C(C(=C1F)F)F)F)F)F)F)F)F.C1(=CC=CC=C1)[S+](C1=CC=C(C=C1)SC1=CC=C(C=C1)[S+](C1=CC=CC=C1)C1=CC=CC=C1)C1=CC=CC=C1.FC1=C(C(=C(C(=C1[B-](C1=C(C(=C(C(=C1F)F)F)F)F)(C1=C(C(=C(C(=C1F)F)F)F)F)C1=C(C(=C(C(=C1F)F)F)F)F)F)F)F)F